1-(4-chloro-3-(trifluoromethoxy)benzyl)piperazine hydrochloride Cl.ClC1=C(C=C(CN2CCNCC2)C=C1)OC(F)(F)F